SC(C)N sulfanyl-ethanamine